N-((3,3-difluorocyclobutyl)methyl)-5-(4-(1-methyl-1H-pyrazol-4-yl)-7H-pyrrolo[2,3-d]pyrimidin-5-yl)pyrazolo[1,5-a]pyridine-3-carboxamide FC1(CC(C1)CNC(=O)C=1C=NN2C1C=C(C=C2)C2=CNC=1N=CN=C(C12)C=1C=NN(C1)C)F